(R)-2-cyclopropyl-1-(4-(pyrazolo[1,5-a]pyridin-2-yl)-6,7-dihydro-1H-imidazo[4,5-c]pyridin-5(4H)-yl)ethanone C1(CC1)CC(=O)N1[C@H](C2=C(CC1)NC=N2)C2=NN1C(C=CC=C1)=C2